[N+](=O)([O-])C=1C=C(C=CC1)NS(=O)(=O)C1=NC=CC(=C1)NC(=O)C=1C=CC=C2C=CC(OC12)=O N-(2-(N-(3-nitrophenyl)aminosulfonyl)-pyridin-4-yl)-2-oxo-2H-chromene-8-amide